2-(4-cyclopropyl-6-methoxypyrimidin-5-yl)-7-(4-(1-isopropyl-4-(trifluoromethyl)-1H-imidazol-2-yl)benzyl)-6-(1-methyl-1H-pyrazol-3-yl)-7H-pyrrolo[2,3-d]pyrimidine C1(CC1)C1=NC=NC(=C1C=1N=CC2=C(N1)N(C(=C2)C2=NN(C=C2)C)CC2=CC=C(C=C2)C=2N(C=C(N2)C(F)(F)F)C(C)C)OC